(S)-7-((1R,3r,5S,6S)-6-(1-isopropyl-3-(6-(trifluoromethyl)pyridin-2-yl)-1H-pyrazol-5-yl)bicyclo[3.1.0]hexan-3-yl)-2-thia-7-azaspiro[4.5]decane 2,2-dioxide C(C)(C)N1N=C(C=C1C1[C@H]2CC(C[C@@H]12)N1C[C@@]2(CCS(C2)(=O)=O)CCC1)C1=NC(=CC=C1)C(F)(F)F